Racemic-9-(4-chloro-2-fluorophenyl)-2,3-dimethyl-7-[2-(1-methylpyrazol-4-yl)oxan-4-yl]pyrimido[1,2-b]pyridazin-4-one ClC1=CC(=C(C=C1)C=1C=2N(N=C(C1)C1CC(OCC1)C=1C=NN(C1)C)C(C(=C(N2)C)C)=O)F